isobutyric acid 3-(2-(allyl (methyl) amino) ethyl)-1H-indol-7-yl ester C(C=C)N(CCC1=CNC2=C(C=CC=C12)OC(C(C)C)=O)C